(S)-di-tert-butyl 1-(chloromethyl)-3-(2,2,2-trifluoroacetyl)-2,3-dihydro-1H-benzo[e]indol-5-yl phosphate P(=O)(OC(C)(C)C)(OC(C)(C)C)OC=1C2=C(C=3[C@@H](CN(C3C1)C(C(F)(F)F)=O)CCl)C=CC=C2